5-isocyanato-1-isocyanatomethyl-1,3,3-trimethylcyclohexane N(=C=O)C1CC(CC(C1)(C)CN=C=O)(C)C